(5-fluoro-2-methoxyphenyl) propylmethanesulfonate C(CC)CS(=O)(=O)OC1=C(C=CC(=C1)F)OC